FC=1C(=C(C=CC1F)[C@@H]1[C@@H](O[C@@](C1)(C(F)(F)F)C)C(=O)NC1=CC(=NC=C1)C(=O)N)OC 4-((2R,3R,5S)-3-(3,4-difluoro-2-methoxyphenyl)-5-methyl-5-(trifluoromethyl)tetrahydrofuran-2-carboxamido)picolinamide